COC1=CC=C(C=C1)C(=C1SC(C=C1)=C(C1=CC=C(C=C1)OC)C1=CC=C(C=C1)OC)C1=CC=C(C=C1)OC 2,5-bis[di(p-methoxyphenyl)methylene]-2,5-dihydrothiophene